tert-butyl-5-[3-[2-(4-tert-butoxy-4-oxo-butanoyl)-4-fluoro-6-methoxy-benzothiophen-5-yl] oxypropoxy]-4-fluoro-6-methoxy-isoindoline-2-carboxylate C(C)(C)(C)OC(=O)N1CC2=CC(=C(C(=C2C1)F)OCCCOC=1C(=CC2=C(C=C(S2)C(CCC(=O)OC(C)(C)C)=O)C1F)OC)OC